C(N)(=O)C=1C=CC(=C2C=C(NC12)C1=NC=C(C=C1)CN1CCOCC1)N(C1CN(C1)C(=O)OC(C)(C)C)C tert-Butyl 3-((7-carbamoyl-2-(5-(morpholinomethyl)pyridin-2-yl)-1H-indol-4-yl)(methyl)amino)azetidine-1-carboxylate